C1=CC(=C(C=C1C2=COC3=CC(=CC(=C3C2=O)O)O)O)O The molecule is a member of the class of 7-hydroxyisoflavones which consists of isoflavone substituted by hydroxy groups at positions 5, 7, 3' and 4'. It has been isolated from the mycelia of Cordyceps sinensis. It has a role as an anti-inflammatory agent, a radical scavenger, a plant metabolite and a fungal metabolite. It derives from an isoflavone.